Helium nitrogen [N].[He]